NC1=CC=C2CCN(CC2=C1)C(=O)C1=C(C(=C(C=C1O)O)C)OC (7-Amino-3,4-dihydroisoquinolin-2(1H)-yl)(4,6-dihydroxy-2-methoxy-3-methylphenyl)methanone